4-(2-hydroxy-prop-2-yl)-5-methylfuran-2-sulfonamide OC(C)(C)C=1C=C(OC1C)S(=O)(=O)N